BrC1=CC=2C=C3N(C2C=C1)CCN(C3)C(=O)OC(C)(C)C tert-Butyl 8-bromo-3,4-dihydropyrazino[1,2-a]indole-2(1H)-carboxylate